C(C1=CC=CC=C1)OC([C@H](CC1=CC=C(C=C1)C(F)(F)P(=O)(OCC)OCC)NC(=O)OC(C)(C)C)=O.OC(CCCC1=CCC(CC1)C=O)(C)C 4-(4-hydroxy-4-methylpentyl)-3-cyclohexenealdehyde Benzyl-(s)-2-((tert-butoxycarbonyl)amino)-3-(4-((diethoxyphosphoryl)difluoromethyl)phenyl)propanoate